ClC1=CC(=C(C=C1)C1(OC(C2=C(O1)C=CC=C2)N2C(NC=C2)=O)C)F 1-(2-(4-chloro-2-fluorophenyl)-2-methylbenzo[d][1,3]dioxan-4-yl)-1,3-dihydro-2H-imidazol-2-one